(2s,4r)-2-((1H-1,2,3-triazol-1-yl)methyl)-4-(5-(2-cyclopropyl-5-(trifluoromethoxy)phenyl)-1,3,4-oxadiazole-2-carboxamido)pyrrolidine-1-carboxylic acid tert-butyl ester C(C)(C)(C)OC(=O)N1[C@@H](C[C@H](C1)NC(=O)C=1OC(=NN1)C1=C(C=CC(=C1)OC(F)(F)F)C1CC1)CN1N=NC=C1